1-Iodo-3-fluoropropane ICCCF